C(C)OC(/C=C/CC(C(F)(F)F)(C(F)(F)F)C1N(C(OC1)(C)C)C(=O)OC(C)(C)C)=O tert-butyl (E)-4-(6-ethoxy-1,1,1-trifluoro-6-oxo-2-(trifluoromethyl)hex-4-en-2-yl)-2,2-dimethyloxazolidine-3-carboxylate